alpha-Hydroxyisobutyric acid 3,5,5-trimethylhexyl ester CC(CCOC(C(C)(C)O)=O)CC(C)(C)C